CN(S(=O)(=O)C1=C(C=CC=C1)NC=1C2=C(N=C(N1)NC1=CC=C(C=C1)N1CCOCC1)NC=C2)C N,N-dimethyl-2-((2-((4-morpholinophenyl)amino)-7H-pyrrolo[2,3-d]pyrimidin-4-yl)amino)benzenesulfonamide